C[Si](OC#CC(C)C)(OC#CC(C)C)C dimethyl-bis(3-methyl-1-butyne-oxy)silane